bis-(N-pantothenyl-β-aminoethyl)disulfide C(CCNC([C@H](O)C(C)(C)CO)=O)(=O)NCCSSCCNC(CCNC([C@H](O)C(C)(C)CO)=O)=O